5-vinyl-4-methyl-1,3-thiazole C(=C)C1=C(N=CS1)C